C(C)OC(=O)C=1N(C=C(C1C1CCC1)C1=C(C(=CC=C1)OC)C)N.SCOC1=C(C=C(C(=C1)OCS)OCS)OCS 1,2,4,5-tetrakis(mercaptomethoxy)benzene Ethyl-1-amino-3-cyclobutyl-4-(3-methoxy-2-methylphenyl)-1H-pyrrole-2-carboxylate